COC1=CC=C(CN2C(C3=C4C(C=CC=C24)=CC=C3)=O)C=C1 (4-methoxybenzyl)benzo[cd]indol-2(1H)-one